fluoro-2-hydroxy-5'-(methylsulfonyl)-[1,1'-biphenyl] FC=1C(=C(C=CC1)C1=CC=CC(=C1)S(=O)(=O)C)O